BrCCCC(=O)OCCCSSCCCCC 3-(5-pentyl-dithio)propyl 4-bromobutyrate